ClC1=CC=C(C(=N1)C(F)F)F 6-chloro-2-(difluoromethyl)-3-fluoro-pyridine